CCCCCCCCCCCCCCC[C@H]([C@H](CO)N)O dihydrosphingosine